2,4,6-trifluoro-2-phenoxy-4,6-dipropoxy-cyclotriphosphazene FP1(=NP(=NP(=N1)(OCCC)F)(OCCC)F)OC1=CC=CC=C1